2-(3-cyclopropylpropylamino)-1-(p-hydroxyphenyl)-1-ethanol C1(CC1)CCCNCC(O)C1=CC=C(C=C1)O